(Z)-N-(4-amino-2-methylpyrimidin-5-yl)-N-(3-(cyclohexane-2-en-1-yldisulfanyl)-5-hydroxypent-2-en-2-yl)carboxamide NC1=NC(=NC=C1N(C=O)\C(\C)=C(\CCO)/SSC1C=CCCC1)C